C(C)(C)(C)OC(=O)N1C(=CC2=CC=CC=C12)CS(=O)C1=CC=C(C=C1)C(C)(C)C (((4-(tert-butyl)phenyl)sulfinyl)methyl)-1H-indole-1-carboxylic acid tert-butyl ester